(S)-7-((6-(aminomethyl)-5-(tetrahydrofuran-3-yl)pyridin-2-yl)amino)-4-(7-fluoroimidazo[1,2-a]pyridin-3-yl)isoindolin-1-one NCC1=C(C=CC(=N1)NC=1C=CC(=C2CNC(C12)=O)C1=CN=C2N1C=CC(=C2)F)[C@H]2COCC2